FC1=C(C=C(C(=C1F)OC)[N+](=O)[O-])COC[C@@H](C)[NH3+] [(1R)-2-[(2,3-difluoro-4-methoxy-5-nitro-phenyl)methoxy]-1-methyl-ethyl]ammonium